Ethanedithiol CC(S)S